FC=1C=C2CC(N(C2=CC1)C(C)=O)CF 1-(5-fluoro-2-(fluoromethyl)indolin-1-yl)ethan-1-one